FC1=C(CN2C=NN(C2=O)C2=CC(=C(OC3=C(N=C(S3)C(C(=O)OCC)(F)F)C)C=C2)F)C(=CC=C1)F Ethyl 2-(5-(4-(4-(2,6-difluorobenzyl)-5-oxo-4,5-dihydro-1H-1,2,4-triazol-1-yl)-2-fluorophenoxy)-4-methylthiazol-2-yl)-2,2-difluoroacetate